4-[2-methoxy-4-(4,4,5,5-tetramethyl-1,3,2-dioxaborolan-2-yl)phenyl]-1-methyl-3,6-dihydro-2H-pyridine COC1=C(C=CC(=C1)B1OC(C(O1)(C)C)(C)C)C=1CCN(CC1)C